NC1=NC(=CC(=N1)N1CCC2(C[C@H](NC2)C(=O)O)CC1)O[C@@H](C(F)(F)F)C1=C(C=C(C=C1)Cl)C1=CC(=CC=C1)OCCOC (S)-8-(2-amino-6-((R)-1-(5-chloro-3'-(2-methoxyethoxy)-[1,1'-biphenyl]-2-yl)-2,2,2-trifluoroethoxy)pyrimidin-4-yl)-2,8-diazaspiro[4.5]decane-3-carboxylic acid